4,4'-methylenebis-(2-chloroaniline) C(C1=CC(=C(N)C=C1)Cl)C1=CC(=C(N)C=C1)Cl